NC1C=C(CCC1)C1=C(C=NC=C1)NC=1C=CC=C2C=NC(=NC12)C1=C(C=CC=C1F)F N-[4-(3-aminocyclohexen-1-yl)pyridin-3-yl]-2-(2,6-difluorophenyl)quinazolin-8-amine